N-(4,4-difluorocyclohexyl)-6-methyl-2-((3-methyl-1H-pyrazol-1-yl)methyl)pyrimidin-4-amine FC1(CCC(CC1)NC1=NC(=NC(=C1)C)CN1N=C(C=C1)C)F